OC1=C(C(=O)C2=CC=CC=C2)C=CC(=C1)OCCCCCCC 2-hydroxy-4-heptyloxy-benzophenone